3,3-dimethyldecane CC(CC)(CCCCCCC)C